(E)-N-(2-(1-cyano-2-phenylvinyl)phenyl)carboxamide C(#N)\C(=C\C1=CC=CC=C1)\C1=C(C=CC=C1)NC=O